(Z)-N-(2-chloroethyl)-3-methylbenzimidoyl chloride ClCC\N=C(\C1=CC(=CC=C1)C)/Cl